C(\C=C\C1=CC(OC)=C(O)C=C1)(=O)O (E)-Ferulic acid